1,3-bis(4-methoxyphenyl)cyclohexane 2-hexyloctyl-10-(hexylamino)decanoate C(CCCCC)C(COC(CCCCCCCCCNCCCCCC)=O)CCCCCC.COC1=CC=C(C=C1)C1CC(CCC1)C1=CC=C(C=C1)OC